ClC1=CC=C(C(=N1)C#N)N[C@H](C)C=1C=C(C=C2C(C=C(OC12)SCC)=O)C 6-chloro-3-[[(1R)-1-(2-ethylsulfanyl-6-methyl-4-oxo-chromen-8-yl)ethyl]amino]pyridine-2-carbonitrile